F[P-](F)(F)(F)(F)F.C(=C)N1CN(C=C1)CCCC 1-vinyl-3-Butylimidazole hexafluorophosphate